2-benzyloxy-4-nitro-5-picoline C(C1=CC=CC=C1)OC1=NC=C(C(=C1)[N+](=O)[O-])C